C1(=CC=C(C=C1)C1=NC(=NC(=N1)C1=CC=CC=C1)C=1C=C(C=CC1)N1C2=CC=CC=C2C=2C=CC=C(C12)Br)C1=CC=CC=C1 9-(3-(4-([1,1'-Biphenyl]-4-yl)-6-phenyl-1,3,5-triazin-2-yl)phenyl)-1-bromo-9H-carbazol